C1N(CC2=CC=CC=C12)CCC(=O)C=1C=C2CCCNC2=CC1 3-(isoindolin-2-yl)-1-(1,2,3,4-tetrahydroquinolin-6-yl)propan-1-one